(2-(3-((1H-Pyrrolo[3,2-b]pyridin-5-yl)oxy)phenyl)-1H-imidazol-5-yl)(phenyl)methanone N1C=CC2=NC(=CC=C21)OC=2C=C(C=CC2)C=2NC(=CN2)C(=O)C2=CC=CC=C2